FC=1C=C(CN2C(CC=CC=C2)=O)C=C(C1)F 1-(3,5-difluorobenzyl)azepine-2-one